2'-methyl-2'-deoxyuridine C[C@H]1[C@@H](O[C@@H]([C@H]1O)CO)N1C(=O)NC(=O)C=C1